5-(8-((1S,2S)-2-(2,3,6-trifluorophenyl)cyclopropyl)imidazo[1,2-b]pyridazin-6-yl)pyrimidine-2,4(1H,3H)-dione FC1=C(C(=CC=C1F)F)[C@@H]1[C@H](C1)C=1C=2N(N=C(C1)C=1C(NC(NC1)=O)=O)C=CN2